C(C)OC(=O)C=1N=C(N(C1)C[C@H]1OCC1)CN1CCC(CC1)C1=CC=CC=2O[C@](OC21)(C)C2=C(C=C(C=C2)Cl)F 2-((4-((S)-2-(4-chloro-2-fluorophenyl)-2-methylbenzo[d][1,3]dioxol-4-yl)piperidin-1-yl)methyl)-1-(((S)-oxetan-2-yl)methyl)-1H-imidazole-4-carboxylic acid ethyl ester